Bis-(3,5-di-methyl-4-hydroxyphenyl)sulfon CC=1C=C(C=C(C1O)C)S(=O)(=O)C1=CC(=C(C(=C1)C)O)C